tert-butyl (2S)-2-(cyanomethyl)-4-[2-methylsulfinyl-7-[2-(trifluoromethyl)phenyl]-6,8-dihydro-5H-pyrido[3,4-d]pyrimidin-4-yl]piperazine-1-carboxylate C(#N)C[C@@H]1N(CCN(C1)C=1C2=C(N=C(N1)S(=O)C)CN(CC2)C2=C(C=CC=C2)C(F)(F)F)C(=O)OC(C)(C)C